4,6-bis-(2,4-dimethylphenyl)-2-(2-hydroxy-4-isooctylphenyl)-s-triazine CC1=C(C=CC(=C1)C)C1=NC(=NC(=N1)C1=C(C=C(C=C1)C)C)C1=C(C=C(C=C1)CCCCCC(C)C)O